(methoxymethyl)-1,4-oxazepane COCC1OCCCNC1